3-(4-((8-((1-methyl-1H-indol-7-yl)amino)octyl)thio)-1-oxoisoindolin-2-yl)piperidine-2,6-dione CN1C=CC2=CC=CC(=C12)NCCCCCCCCSC1=C2CN(C(C2=CC=C1)=O)C1C(NC(CC1)=O)=O